FC1=CC=C(S1)S(=O)(=O)N([C@@H](C(F)(F)F)C1=CC=C(C=C1)F)C (R)-5-fluoro-N-methyl-N-(2,2,2-trifluoro-1-(4-fluorophenyl)ethyl)thiophene-2-sulfonamide